CC=1NN2C(=CC(C=C2)=O)C1 2-methyl-5-oxopyrazolo[1,5-a]pyridine